N-(2-fluoro-4-(4-methylpiperazin-1-yl)phenyl)-4-(4-(4-fluorophenyl)-1-isopropyl-1H-imidazol-5-yl)oxazole-2-carboxamide FC1=C(C=CC(=C1)N1CCN(CC1)C)NC(=O)C=1OC=C(N1)C1=C(N=CN1C(C)C)C1=CC=C(C=C1)F